CCCCCC[C@@H]1[C@H](CCCCCCCCCC)O1 (7R,8S)-7,8-Epoxyoctadecane